7-methoxy-N-(2-tert-butylphenyl)-2-naphthylamine COC1=CC=C2C=CC(=CC2=C1)NC1=C(C=CC=C1)C(C)(C)C